ClC=1C=C(C=CC1F)NC(=O)N[C@H](C)C1=CNC(C2=CC=CC=C12)=O |r| racemic-1-(3-chloro-4-fluorophenyl)-3-(1-(1-oxo-1,2-dihydroisoquinolin-4-yl)ethyl)urea